6-oxo-1-propyl-5-[3-(trifluoromethyl)benzamido]-4H,5H-pyrazolo[3,4-b]pyridine-3-carboxylic acid O=C1C(CC=2C(=N1)N(NC2C(=O)O)CCC)NC(C2=CC(=CC=C2)C(F)(F)F)=O